1-(4-fluorophenyl)propane-1-one FC1=CC=C(C=C1)C(CC)=O